pentaerythritol propoxide tetraacrylate C(C=C)(=O)[O-].C(C=C)(=O)[O-].C(C=C)(=O)[O-].C(C=C)(=O)[O-].[O-]CCC.OCC(CO)(CO)CO